Phenyl 3,4,6-tri-O-acetyl-2-azido-2-deoxy-1-seleno-α-D-galactopyranoside C(C)(=O)O[C@@H]1[C@H]([C@@H]([Se]C2=CC=CC=C2)O[C@@H]([C@@H]1OC(C)=O)COC(C)=O)N=[N+]=[N-]